COC1=CC=C(C=2SC(=CC21)C(=O)N(CC=2OC(=CC2)C)CCC(=O)NC)C2=CC=NN2C 4-methoxy-7-(1-methyl-1H-pyrazol-5-yl)-N-(3-(methylamino)-3-oxopropyl)-N-((5-methylfuran-2-yl)methyl)benzo[b]thiophene-2-carboxamide